CC(C(=O)[O-])(CCC)CCC methylpropylvalerate